NC1=CC=C(C(=C1C(=O)N(C)C)F)C=1C=C2C(=NC1)NC[C@@]21[C@H](C1)C(C)C 6-Amino-2-fluoro-3-((1S,2R)-2-isopropyl-1',2'-dihydrospiro[cyclopropane-1,3'-pyrrolo[2,3-b]pyridin]-5'-yl)-N,N-dimethylbenzamide